(2S)-[(R)-hydroxy(phenyl)methyl]succinyl-CoA O[C@@H](C1=CC=CC=C1)[C@@H](C(=O)SCCNC(CCNC([C@@H](C(COP(OP(OC[C@@H]1[C@H]([C@H]([C@@H](O1)N1C=NC=2C(N)=NC=NC12)O)OP(=O)(O)O)(=O)O)(=O)O)(C)C)O)=O)=O)CC(=O)O